1-(((3S)-1-((3-cyano-1-azetidinyl)sulfonyl)-3-piperidinyl)carbonyl)-N-(2,3-dichlorobenzyl)-D-prolinamide C(#N)C1CN(C1)S(=O)(=O)N1C[C@H](CCC1)C(=O)N1[C@H](CCC1)C(=O)NCC1=C(C(=CC=C1)Cl)Cl